ClC=1C=C2C(=C(C(NC2=CC1)=O)C1=NNC(C1)C1=CC=C(C=C1)F)C1=CC=C(C=C1)OC 6-chloro-3-[5-(4-fluorophenyl)-4,5-dihydro-1H-pyrazol-3-yl]-4-(4-methoxyphenyl)-1H-quinolin-2-one